5-isopropyl-4-methoxy-1-methyl-6-oxo-1,6-dihydropyridine-2-carbaldehyde C(C)(C)C1=C(C=C(N(C1=O)C)C=O)OC